tert-butyl (2-(2-(2-(5-cyclopropyl-6-(4-fluorobenzyl)picolinamido)-2-ethylbutanamido)ethoxy)ethyl)carbamate C1(CC1)C=1C=CC(=NC1CC1=CC=C(C=C1)F)C(=O)NC(C(=O)NCCOCCNC(OC(C)(C)C)=O)(CC)CC